COC1=C(C=CC=C1)C1=NN2C(C=C(C=C2)C(=O)N)=N1 (2-methoxyphenyl)-[1,2,4]triazolo[1,5-a]pyridine-7-carboxamide